NC=1C(=NC(=CC1)NCCC)NS(=O)(=O)CC N-(3-amino-6-(propylamino)pyridin-2-yl)ethanesulfonamide